C1(=CC=CC=C1)C(N1CCN(CC1)C1=C(C=C(C=C1)C(=O)N1CCNCC1)NC(CC)=O)C1=CC=CC=C1 N-[2-[4-(diphenylmethyl)-1-piperazinyl]-5-(1-piperazinylcarbonyl)phenyl]-propanamide